[La].OC=1C=C(C=C(C(=O)O)C1)C(=O)O 5-hydroxyisophthalic acid lanthanum